(-)-trans-4-tert-butyl-cyclohexanol 1-tert-butyl-2-methyl-(2R,3R)-3-hydroxypyrrolidine-1,2-dicarboxylate C(C)(C)(C)[C@]1([C@@](N(CC1)C(=O)O[C@@H]1CC[C@H](CC1)C(C)(C)C)(C(=O)O)C)O